2-(2-bromo-4-fluorophenyl)-4-difluoromethyl-5-methyl-2,4-dihydro-[1,2,4]triazol-3-one BrC1=C(C=CC(=C1)F)N1N=C(N(C1=O)C(F)F)C